C1(=CC=CC=C1)C(CC(CC)=O)=O 1-phenylpentan-1,3-dione